OC1=C(CO)C=C(C=C1C(C)(C)C)C(C)(C)C 2-hydroxy-3,5-di-tert-butylbenzyl alcohol